O1N=CC(=C1)C1=C(C=C(C(=O)OC)C=C1)[N+](=O)[O-] methyl 4-(isoxazol-4-yl)-3-nitrobenzoate